CN(C)CCC1=CC=CC=C1 N,N-Dimethyl-β-phenyl-ethyl-amin